N-Cyclohexyl-N-(5-((7-methoxy-6-(methylcarbamoyl)quinolin-4-yl)oxy)pyridin-2-yl)cyclopropane-1,1-Dicarboxamide C1(CCCCC1)N(C(=O)C1(CC1)C(=O)N)C1=NC=C(C=C1)OC1=CC=NC2=CC(=C(C=C12)C(NC)=O)OC